Pyrrolidinophosphorus N1(CCCC1)[P]